(R)-2-(1-((2-amino-5-bromopyridin-3-yl)oxy)ethyl)-4-fluorobenzoic acid NC1=NC=C(C=C1O[C@H](C)C1=C(C(=O)O)C=CC(=C1)F)Br